6-((2-fluoro-5-(5-fluoropyrimidin-2-yl)-4-(trifluoromethyl)phenyl)carbamoyl)-3-(trifluoromethyl)-6-azabicyclo[3.1.1]heptane-1-carboxylic acid FC1=C(C=C(C(=C1)C(F)(F)F)C1=NC=C(C=N1)F)NC(=O)N1C2CC(CC1(C2)C(=O)O)C(F)(F)F